C(C)(C)(C)[Si](N=S(=O)(N)C=1SC(=C(C1)C(C)(C)O)C)(C)C N'-(tert-butyl-dimethyl-silyl)-4-(2-hydroxypropan-2-yl)-5-methylthiophene-2-sulfonimidamide